1H-pyrazol-4-ylpropanesulfonamide N1N=CC(=C1)C(CC)S(=O)(=O)N